3-amino-6-chloro-5-ethoxypicolinic acid NC=1C(=NC(=C(C1)OCC)Cl)C(=O)O